C1(CCC1)CNCC=1NC2=CC(=CC=C2C1)CN1C=NC(=C1)C=1C=C2C(=NC1)NC=C2 (cyclobutylmethyl)({6-[(4-{1H-pyrrolo[2,3-b]pyridin-5-yl}-1H-imidazol-1-yl)methyl]-1H-indol-2-yl}methyl)amine